2-amino-N-cyclopropylacetylamine hydrochloride Cl.NCC(=O)NC1CC1